FC=1C=C(C(NC1)=O)C(COC)N1N=CC(=C1)NC([C@H](C1CCC(CC1)C)NC(=O)C1=NON=C1C)=O N-[(1S)-2-[[1-[1-(5-fluoro-2-oxo-1H-pyridin-3-yl)-2-methoxy-ethyl]pyrazol-4-yl]amino]-1-(4-methylcyclohexyl)-2-oxo-ethyl]-4-methyl-1,2,5-oxadiazole-3-carboxamide